(cyclopropylmethylamino)(phenyl)(methyl)-2-fluoroaniline C1(CC1)CNC=1C(=C(N(C)C2=CC=CC=C2)C=CC1)F